C1=C(C=CC2=CC=CC=C12)C(=C)N1C(C2=CC=CC=C2C1=O)=O 2-(1-(naphthalen-2-yl)vinyl)isoindoline-1,3-dione